[bis(2-diphenylphosphinoethyl)amino]iron C1(=CC=CC=C1)P(CCN(CCP(C1=CC=CC=C1)C1=CC=CC=C1)[Fe])C1=CC=CC=C1